tert-butyl 4-[(6-bromo-3-methoxy-5-nitro-2-pyridyl)oxy]piperidine-1-carboxylate BrC1=C(C=C(C(=N1)OC1CCN(CC1)C(=O)OC(C)(C)C)OC)[N+](=O)[O-]